C([C@@H](O)C)(=O)O.C[C@H]1NC[C@@H](N(C1)CC=O)CN1[C@@H](COCC1)C (2R,5R)-5-methyl-2-{[(3R)-3-methylmorpholin-4-yl]Methyl-piperazin-1-yl}Ethan-1-one L-(+)-lactate